5-cyclohexyl-N-(1-(methylsulfonyl)piperidin-4-yl)-2,6-naphthyridin-3-amine C1(CCCCC1)C1=C2C=C(N=CC2=CC=N1)NC1CCN(CC1)S(=O)(=O)C